N-(2-(2-hydroxyacetamido)ethyl)pentanamide OCC(=O)NCCNC(CCCC)=O